1,3,5-tris(1-methylethyl)-benzene CC(C)C1=CC(=CC(=C1)C(C)C)C(C)C